ClC1=CC=C2C(=CNC2=C1C1=CN=NC=C1)S(=O)(=O)NC1=NC(=C(C(=N1)OC)OCC(F)F)OC 6-chloro-N-[5-(2,2-difluoroethoxy)-4,6-dimethoxy-pyrimidin-2-yl]-7-pyridazin-4-yl-1H-indole-3-sulfonic acid amide